BrC1=C(C=CC=C1)N1N=CC2=C1N=C1N(CCC3=C1NC1=CC=CC=C31)C2=O 1-(2-bromophenyl)-6,7-dihydro-1H-pyrazolo[3'',4'':4',5']pyrimido[1',2':1,2]pyrido[3,4-b]indol-4(12H)-one